2-((1-(2-(3-azabicyclo[3.1.0]hexan-3-yl)-3,6-dimethyl-4-oxo-3,4-dihydro-quinazolin-8-yl)-2,2-difluoroethyl)amino)benzoic acid C12CN(CC2C1)C1=NC2=C(C=C(C=C2C(N1C)=O)C)C(C(F)F)NC1=C(C(=O)O)C=CC=C1